1-(1-((tert-Butoxycarbonyl)amino)-2-(5-(4-((5-chloro-3-fluoropyridin-2-yl)oxy)phenyl)-2H-tetrazol-2-yl)ethyl)cyclopropane-1-carboxylic acid ethyl ester C(C)OC(=O)C1(CC1)C(CN1N=C(N=N1)C1=CC=C(C=C1)OC1=NC=C(C=C1F)Cl)NC(=O)OC(C)(C)C